Cl.Cl.C[Si](CCC(C(=O)O)CCCCNCC(CN)CN)(C)C 2-(trimethylsilyl)ethyl-6-(3-amino-2-(aminomethyl)propylamino)hexanoic acid dihydrochloride